[Cu].FC(F)(F)C1=C(C=CC=C1)P(C1=CC=CC=C1)C1=CC=CC=C1 (trifluoromethyl)(triphenylphosphine) copper